N(=[N+]=[N-])CC=1OC2=C(C1)C(=CC=C2OC)Br 2-(azidomethyl)-4-bromo-7-methoxybenzofuran